(S)-4-(1-hydroxycyclobutyl)-N-(5-methyl-4-oxo-2,3,4,5-tetrahydrobenzo[b][1,4]oxazepin-3-yl)picolinamide OC1(CCC1)C1=CC(=NC=C1)C(=O)N[C@@H]1C(N(C2=C(OC1)C=CC=C2)C)=O